3-benzyl 1,2-di-tert-butyl (R)-tetrahydropyridazine-1,2,3-tricarboxylate N1(N([C@H](CCC1)C(=O)OCC1=CC=CC=C1)C(=O)OC(C)(C)C)C(=O)OC(C)(C)C